2-(trimethylsilyl)ethyl ((3S,6R)-6-phenylpiperidin-3-yl)carbamate C1(=CC=CC=C1)[C@H]1CC[C@@H](CN1)NC(OCC[Si](C)(C)C)=O